3-((S)-5-(4-(3-(4-(6-(6-((R)-2-(3-fluorophenyl)pyrrolidin-1-yl)imidazo[1,2-b]pyridazin-3-yl)pyridin-2-yl)piperazin-1-yl)prop-1-yn-1-yl)phenyl)-2-oxooxazolidin-3-yl)piperidine-2,6-dione FC=1C=C(C=CC1)[C@@H]1N(CCC1)C=1C=CC=2N(N1)C(=CN2)C2=CC=CC(=N2)N2CCN(CC2)CC#CC2=CC=C(C=C2)[C@H]2CN(C(O2)=O)C2C(NC(CC2)=O)=O